COC1=CC=C(C=C1)[C@H](C)O (S)-1-(4-methoxyphenyl)ethan-1-ol